C(C)N1C(=NN(C1=O)C=1C=C2C(=CN(C(C2=CC1F)=O)[C@@H]1C[C@@H](CCC1)OC)C(C)C)CO |r| Rac-6-(4-ethyl-3-(hydroxymethyl)-5-oxo-4,5-dihydro-1H-1,2,4-triazol-1-yl)-7-fluoro-4-isopropyl-2-((cis)-3-methoxycyclohexyl)isoquinolin-1(2H)-one